BrC1CC(C1)O 3-Bromocyclobutan-1-ol